5-(4-(difluoromethyl)-6-(((S)-1,1,1-trifluorobutan-2-yl)amino)pyridin-3-yl)-N-(2-hydroxy-2-methylpropyl)-4-((S)-2-methylpyrrolidine-1-carbonyl)thiazole-2-carboxamide FC(C1=C(C=NC(=C1)N[C@H](C(F)(F)F)CC)C1=C(N=C(S1)C(=O)NCC(C)(C)O)C(=O)N1[C@H](CCC1)C)F